2-aminoethyl-2-aminoethanesulfonic acid NCCC(CN)S(=O)(=O)O